OC[C@H](C1=CC=CC=C1)NC1=NC(=NC=C1C(=O)O)NC1=CC=C2C(=N1)C(N(C2=O)C)(C)C (S)-4-((2-hydroxy-1-phenylethyl)amino)-2-((6,7,7-trimethyl-5-oxo-6,7-dihydro-5H-pyrrolo[3,4-b]pyridin-2-yl)amino)pyrimidine-5-carboxylic acid